((2-(2-methyl-[1,1'-biphenyl]-3-yl)-1H-benzo[D]imidazol-5-yl)methyl)-D-proline CC1=C(C=CC=C1C1=NC2=C(N1)C=CC(=C2)CN2[C@H](CCC2)C(=O)O)C2=CC=CC=C2